C(C)(C)(C)OOC(=O)C=1C=C(C(=O)C2=CC=C(C=C2)C(=O)OOC(C)(C)C)C=CC1C(=O)OOC(C)(C)C 3,4,4'-tris(t-butylperoxycarbonyl)benzophenone